4-(trifluoromethyl)-N-(5-(trans-3-(6-(trifluoromethyl)pyridin-3-yl)cyclobutoxy)-1H-indol-3-yl)benzamide FC(C1=CC=C(C(=O)NC2=CNC3=CC=C(C=C23)O[C@@H]2C[C@H](C2)C=2C=NC(=CC2)C(F)(F)F)C=C1)(F)F